ClC=1C(=NC(=NC1)NC1=CC=C(C=C1)CN1CCN(CC1)C)N1C=C(C2=CC(=CC=C12)NC(C=C)=O)C N-[1-[5-chloro-2-[4-[(4-methylpiperazin-1-yl)methyl]-anilino]pyrimidin-4-yl]-3-methyl-indol-5-yl]prop-2-enamide